C(CCCCC)[N+]1=CSC2=C1C=CC=C2 N-Hexylbenzothiazolium